trans-N-[6-(2-chloro-5-fluoro-phenyl)pyridazin-3-yl]-3-(tetrahydropyran-4-ylmethyl)-3-azabicyclo[3.1.0]hexane-6-amine ClC1=C(C=C(C=C1)F)C1=CC=C(N=N1)NC1C2CN(CC12)CC1CCOCC1